3,4,4'-trihydroxy-3'-acetoxytolan OC=1C=C(C=CC1O)C#CC1=CC(=C(C=C1)O)OC(C)=O